FC1=CC(=C(NC=2C3=C(N=CN2)SC(=N3)C(=O)NCCC(=O)O)C=C1)OC(C)C 3-[[7-(4-fluoro-2-isopropoxy-anilino)thiazolo[5,4-d]pyrimidine-2-carbonyl]amino]propanoic acid